4-fluoro-N-(2-((2-(7-fluoro-2-methylquinoxalin-5-yl)-4-methylbenzo[d]thiazol-6-yl)oxy)ethyl)benzenesulfonamide FC1=CC=C(C=C1)S(=O)(=O)NCCOC1=CC2=C(N=C(S2)C2=C3N=CC(=NC3=CC(=C2)F)C)C(=C1)C